C[C@@H]1N(CC[C@H](C1)C1=CC=C(C=C1)C(F)(F)F)C(=O)C1CC2(C1)NC(OC2)=O (2s,4r)-2-((2S,4R)-2-methyl-4-(4-(trifluoromethyl)phenyl)piperidine-1-carbonyl)-7-oxa-5-azaspiro[3.4]octan-6-one